[N-](S(=O)(=O)C(F)(F)C(F)(F)F)S(=O)(=O)C(F)(F)C(F)(F)F.[O-]S(=O)(=O)C(F)(F)F (triflate) bis(pentafluoroethanesulfonyl)imide